C(C(C)C)C1=CC=C(C=C1)C(C)Cl 1-(4-isobutylphenyl)chloroethane